ClC1=CC=C(C=C1)CC(=O)NC1CCN(CC1)C1=C(C=CC=C1)/C=C/C(=O)NO (E)-3-(2-(4-(2-(4-chlorophenyl)acetamido)piperidin-1-yl)phenyl)-N-hydroxyacrylamide